ClC1=CC=C2C=CN(C2=C1)C1=CC(=C(OCCCC(=O)O)C(=C1)F)F 4-[4-(6-chloroindol-1-yl)-2,6-difluoro-phenoxy]butanoic acid